2-((3'-((4-chloro-2-fluorobenzofuran-7-yl)methoxy)-2,3,4,5-tetrahydro-[1,1'-biphenyl]-4-yl)methyl)-1-(((S)-oxetan-2-yl)methyl)-1H-benzo[d]imidazole-6-carboxylic acid ClC1=CC=C(C2=C1C=C(O2)F)COC=2C=C(C=CC2)C=2CCC(CC2)CC2=NC1=C(N2C[C@H]2OCC2)C=C(C=C1)C(=O)O